C1(=C(C=CC=C1)C1=C(C(=NN=N1)C=1C(=C(C=CC1)C1=CC=CC=C1)C1=C(C=CC=2SC3=C(C21)C=CC=C3)C3=CC=CC=C3)C3=CC=CC=C3)C3=CC=CC=C3 [(biphenyl-yl)phenyltriazinyl](phenyldibenzothiophenyl)biphenyl